2,2,2-tribromo-N-ethylacetamide BrC(C(=O)NCC)(Br)Br